FC1=C(C=CC=C1)NC(=O)N1C(C2=NN(C=C2C1)C(=O)[O-])(C)C 5-((2-fluorophenyl) carbamoyl)-6,6-dimethyl-5,6-dihydropyrrolo[3,4-c]pyrazole-2(4H)-carboxylate